FC=1C=C(C=CC1OC1=C2C(=NC=C1)NN=C2N[C@@H](CO)C)NC(=O)C2=CN(C=C(C2=O)C2=CC=C(C=C2)F)C (R)-N-(3-fluoro-4-((3-((1-hydroxypropan-2-yl)amino)-1H-pyrazolo[3,4-b]pyridin-4-yl)oxy)phenyl)-5-(4-fluorophenyl)-1-methyl-4-oxo-1,4-dihydropyridine-3-carboxamide